1-Benzyl-N-(3,9-dimethyl-8-oxo-6,7-dihydro-5H-imidazo[1,2-a][1,3]diazepin-7-yl)-1,2,4-triazol-3-carboxamid C(C1=CC=CC=C1)N1N=C(N=C1)C(=O)NC1C(N(C=2N(CC1)C(=CN2)C)C)=O